6-hydroxy-4-((2-methyloxazol-4-yl)methyl)-5-oxo-4,5-dihydrothieno[3,2-b]pyridine-7-carboxylic acid OC1=C(C2=C(N(C1=O)CC=1N=C(OC1)C)C=CS2)C(=O)O